(2-{2-[6-(difluoromethoxy)pyridin-3-yl]-1-oxo-2,3-dihydro-1H-pyrrolo[3,4-c]pyridin-4-yl}-5-fluorophenoxy)acetic acid FC(OC1=CC=C(C=N1)N1CC=2C(=NC=CC2C1=O)C1=C(OCC(=O)O)C=C(C=C1)F)F